(S)-(1-hydroxy-2,2-dimethyl-4-oxoazetidin-3-yl)carbamic acid tert-butyl ester C(C)(C)(C)OC(N[C@H]1C(N(C1=O)O)(C)C)=O